tert-butyl 17-(2,5-dioxo-2,5-dihydro-1H-pyrrol-1-yl)-14-oxo-4,7,10-trioxa-13-azaheptadecan-1-oate O=C1N(C(C=C1)=O)CCCC(NCCOCCOCCOCCC(=O)OC(C)(C)C)=O